tert-Butyl 2-(hydroxymethyl)-3,3-dimethyl-piperidine-1-carboxylate OCC1N(CCCC1(C)C)C(=O)OC(C)(C)C